C[SiH](OCC#CCO[SiH](C)C)C 1,4-bis(dimethylsilyloxy)-2-butyne